6-methoxy-9,9-dimethyl-2-((4-(pyridin-4-ylmethyl)piperazin-1-yl)methyl)-9,10-dihydroacridine COC=1C=C2NC=3C=CC(=CC3C(C2=CC1)(C)C)CN1CCN(CC1)CC1=CC=NC=C1